Isohexanen C=CCC(C)C